C1=CC(=C(C(=C1)Cl)SC(CCC2=CC=C(C=C2)Cl)CN3C=CN=C3)Cl.[N+](=O)(O)[O-] The molecule is an organic nitrate salt obtained by reaction of equimolar amounts of butaconazole and nitric acid. An antifungal agent, it is used in gynaecology for treatment of vulvovaginal infections caused by Candida species, particularly Candida albicans. It is an organic nitrate salt, an aryl sulfide, a member of imidazoles, an imidazole antifungal drug and a conazole antifungal drug. It contains a butoconazole(1+).